1-(2,6-dimethyl-4-(trifluoromethyl)phenyl)ethan-1-one 4-((4-(3-((1,1-dimethylethyl)sulfonamido)-1H-1,2,4-triazol-1-yl)-2,6-difluorobenzyl)oxy)phenyl-sulfurofluoridate CC(C)(C)S(=O)(=O)NC1=NN(C=N1)C1=CC(=C(COC2=CC=C(C=C2)OS(=O)(=O)F)C(=C1)F)F.CC1=C(C(=CC(=C1)C(F)(F)F)C)C(C)=O